N12CCCCCCC2=NCCCC1 1,9-Diazabicyclo[6.5.0]tridec-8-en